CC1=CC=C(C=C1)S(=O)(=O)O.CC1=CC=C(C=C1)S(=O)(=O)O.FC=1C=C(C#N)C=CC1CSC1=C(C=CC(=N1)C=1CCNCC1)F 3-fluoro-4-(((5-fluoro-1',2',3',6'-tetrahydro-[2,4'-bipyridin]-6-yl)thio)methyl)benzonitrile di-p-toluenesulfonate